BrC=1C=C(C=CC1)C=1N=C2C(=NC=NC2=NC1)N 6-(3-bromophenyl)pteridine-4-amine